O=C1NC(CCC1NC(CCCCCCC(=O)NC1C(NC(CC1)=O)=O)=O)=O N1,N8-Bis(2,6-dioxopiperidin-3-yl)octanediamide